BrC=1C=CC(=NC1)NC1=C(C=CC=C1[N+](=O)[O-])C 5-bromo-N-(2-methyl-6-nitro-phenyl)pyridin-2-amine